(S)-2-((S)-4,4-difluoro-3-(5-(morpholino-methyl)-6-oxo-1,6-dihydropyridin-3-yl)piperidin-1-yl)-N-(5-(2,4-difluorophenoxy)pyridin-2-yl)propanamide FC1([C@H](CN(CC1)[C@H](C(=O)NC1=NC=C(C=C1)OC1=C(C=C(C=C1)F)F)C)C1=CNC(C(=C1)CN1CCOCC1)=O)F